C(C=C)(=O)OCCCCCCCCCCCOC1=CC=C(C(=O)OC2=CC=C(C=C2)C(=O)OC2=CC=C(C=C2)OCCCCCCCCCCCOC(C=C)=O)C=C1 4-((4-(11-(Acryloyloxy)undecyloxy)phenoxy)carbonyl)phenyl 4-(11-(acryloyloxy)undecyloxy)benzoate